8-[(1R)-1-[(6-Chloro-2-piperazin-1-yl-3-pyridyl)amino]ethyl]-3,6-dimethyl-2-(3-pyridyl)chromen-4-one ClC1=CC=C(C(=N1)N1CCNCC1)N[C@H](C)C=1C=C(C=C2C(C(=C(OC12)C=1C=NC=CC1)C)=O)C